BrC1=CC=C(C2=CC=CC=C12)N(C1=CC=CC=C1)C1=CC=CC=C1 4-Bromo-N,N-diphenylnaphthalen-1-amine